tert-butyl (3-(methoxy (methyl)amino)-3-oxopropyl)(methyl)carbamate CON(C(CCN(C(OC(C)(C)C)=O)C)=O)C